CC1=CC=C(C=C1)CC1=CC=CC=C1 (4-methylphenyl)methyl-benzene